ClC1=CC=C(C=N1)NC(OC[C@@H]1OC2=C(C3=C(N=C(S3)C3=C4N=CC(=NC4=CC(=C3)C)OC)C(=C2)C)OC1)=O (R)-(2-(2-methoxy-7-methylquinoxalin-5-yl)-4-methyl-7,8-dihydro-[1,4]dioxino[2',3':3,4]benzo[1,2-d]thiazol-7-yl)methyl (6-chloropyridin-3-yl)carbamate